4-(5-(2,6-dimethylphenoxy)-1-methyl-2-oxo-1,2-dihydropyridin-4-yl)-2-(2-fluoro-4-(hydroxymethyl)phenyl)-6-methyl-1-tosyl-1,6-dihydro-7H-pyrrolo[2,3-c]pyridin-7-one CC1=C(OC=2C(=CC(N(C2)C)=O)C=2C3=C(C(N(C2)C)=O)N(C(=C3)C3=C(C=C(C=C3)CO)F)S(=O)(=O)C3=CC=C(C)C=C3)C(=CC=C1)C